N1=C(C=CC=C1)N[C@@H]1CC[C@H](CC1)C(=O)NN trans-4-(pyridin-2-ylamino)cyclohexanecarbohydrazide